tert-butyl 4-(4,4,5,5-tetramethyl-1,3,2-dioxaborolan-2-yl)-5-(trifluoromethoxy)indazole-1-carboxylate CC1(OB(OC1(C)C)C1=C2C=NN(C2=CC=C1OC(F)(F)F)C(=O)OC(C)(C)C)C